1-(4-(2,3-dimethylphenyl)piperazin-1-yl)-2-(3-(3-fluoro-4-hydroxypiperidine-1-carbonyl)-5,6,7,8-tetrahydrocyclohepta[c]pyrazol-1(4H)-yl)ethanone CC1=C(C=CC=C1C)N1CCN(CC1)C(CN1N=C(C2=C1CCCCC2)C(=O)N2CC(C(CC2)O)F)=O